ClC=1C=C(C=CC1)NN=C(C(=O)C1=C(C=C(C=C1)F)F)N1N=CN=C1 2-(2-(3-chlorophenyl)hydrazono)-1-(2,4-difluorophenyl)-2-(1H-1,2,4-triazol-1-yl)ethanone